(4-(1-(1-cyclopentyl-3-oxopropyl)-1H-pyrazol-4-yl)-7H-pyrrolo[2,3-d]pyrimidine-7-yl)pivalic acid methyl ester COC(C(CN1C=CC2=C1N=CN=C2C=2C=NN(C2)C(CC=O)C2CCCC2)(C)C)=O